C(C)(C)(C)OC(=O)N1CCC2(C(C2C(=O)O)F)CC1 6-(tert-Butoxycarbonyl)-2-fluoro-6-azaspiro[2.5]octane-1-carboxylic acid